3-(trifluoromethyl)pentane-2,4-dione FC(C(C(C)=O)C(C)=O)(F)F